(S)-2-(3,3-diethylureido)-9-(5,6,7,8-tetrahydro-1,8-naphthyridin-2-yl)nonanoic acid C(C)N(C(N[C@H](C(=O)O)CCCCCCCC1=NC=2NCCCC2C=C1)=O)CC